CC=1C(=C2C=NNC2=CC1C)C1=C(C=2N=C(N=C(C2C=N1)N1CC2(CC(NC2)=O)CCC1)OCC12CCCN2CCC1)F 7-(7-(5,6-dimethyl-1H-indazol-4-yl)-8-fluoro-2-((hexahydro-1H-pyrrolizin-7a-yl)methoxy)pyrido[4,3-d]pyrimidin-4-yl)-2,7-diazaspiro[4.5]decan-3-one